2-(4-(6-((4-chloro-2-fluorobenzyl)oxy)-5-fluoropyridin-2-yl)cyclohex-3-en-1-yl)ethane ClC1=CC(=C(COC2=C(C=CC(=N2)C2=CCC(CC2)CC)F)C=C1)F